7-[[5-(4-hydroxy-1-piperidyl)-2-pyridyl]amino]-4-imidazo[1,2-a]pyridin-3-yl-2,3-dihydropyrrolo[3,4-c]pyridin-1-one OC1CCN(CC1)C=1C=CC(=NC1)NC=1C2=C(C(=NC1)C1=CN=C3N1C=CC=C3)CNC2=O